[Pb](Br)(Br)Br.[Cs] caesium lead tribromide